benzyl (S)-1-(3-amino-3-oxopropyl)-2-(3-(bicyclo[1.1.1]pentan-1-yl)-2-((tert-butoxycarbonyl)amino)propanoyl)hydrazine-1-carboxylate NC(CCN(NC([C@H](CC12CC(C1)C2)NC(=O)OC(C)(C)C)=O)C(=O)OCC2=CC=CC=C2)=O